CC1=CC=C(C=C1)S(=O)(=O)OCC\C=C/CC cis-3-hexenol p-toluenesulfonate